4,5,6-trimethyl-3-hydroxybenzoic acid CC1=C(C=C(C(=O)O)C(=C1C)C)O